ClC1=C(C=C(C=C1)C1=CN=C2C(=N1)N(N=C2)CC(=O)N(C)C)F 2-[6-(4-Chloro-3-fluoro-phenyl)pyrazolo[3,4-b]pyrazin-1-yl]-N,N-dimethyl-acetamide